(Z)-isonicotinohydrazonamide C(\C1=CC=NC=C1)(/N)=N/N